tert-butyl 6-[3-[1-[tert-butyl(diphenyl)silyl]oxycyclopropyl]-3-oxo-propanoyl]-2-azaspiro[3.3]heptane-2-carboxylate [Si](C1=CC=CC=C1)(C1=CC=CC=C1)(C(C)(C)C)OC1(CC1)C(CC(=O)C1CC2(CN(C2)C(=O)OC(C)(C)C)C1)=O